C(CCCCCC(=O)O)CCCCCO omega-hydroxylauric acid